C(#N)C=1C=C(C=CC1)CC(=O)NC(C=1OC2=C(N1)C=C(C=C2)CN2C(NC(C2)C(F)(F)F)=O)C2CCC(CC2)(F)F 2-(3-cyanophenyl)-N-((4,4-difluorocyclohexyl)(5-((2-oxo-4-(trifluoromethyl)imidazolidin-1-yl)methyl)benzo[d]oxazol-2-yl)methyl)acetamide